5-[5-(1H-1,3-benzo-diazol-4-yl)-1,3,4-oxadiazol-2-yl]-2-[(propan-2-yl)amino]benzonitrile N1C=NC2=C1C=CC=C2C2=NN=C(O2)C=2C=CC(=C(C#N)C2)NC(C)C